C(SC(C1=CC=CC=C1)(C1=CC=CC=C1)C1=CC=CC=C1)([S-])=S trityl (r)-trithiocarbonate